tert-Butyl (E)-(4-(4-((tert-Butoxycarbonyl)(prop-2-yn-1-yl)amino)-styryl)phenyl)(propyl)carbamate C(C)(C)(C)OC(=O)N(C1=CC=C(/C=C/C2=CC=C(C=C2)N(C(OC(C)(C)C)=O)CCC)C=C1)CC#C